3-(5-((7-((1-((3r,5r,7r)-adamantan-1-yl)ethyl)amino)heptyl)amino)-4-oxo-2-(trifluoromethyl)quinazolin-3(4H)-yl)piperidine-2,6-dione C12(CC3CC(CC(C1)C3)C2)C(C)NCCCCCCCNC2=C3C(N(C(=NC3=CC=C2)C(F)(F)F)C2C(NC(CC2)=O)=O)=O